3-hydroxybutyl-(R)-3-hydroxybutyrate OC(CCOC(C[C@@H](C)O)=O)C